[N+](=O)([O-])C1=C(C=CC=C1)CC(=O)OC(CC1=C(C=CC=C1)[N+](=O)[O-])=O o-nitrophenylacetyl ether